4-(3-fluorophenyl)-1-[3-(4-pyridyl)-1-bicyclo[1.1.1]pentanyl]piperidin-2-one FC=1C=C(C=CC1)C1CC(N(CC1)C12CC(C1)(C2)C2=CC=NC=C2)=O